7-(Cyclopropyloxy)-1-methyl-2-oxo-4-(4-phenylpiperidin-1-yl)-1,2-dihydroquinoline-3-carbonitrile C1(CC1)OC1=CC=C2C(=C(C(N(C2=C1)C)=O)C#N)N1CCC(CC1)C1=CC=CC=C1